BrC1=C(C=C(CN(C2COCC=3NC(C=4C=C(C(=CC4C32)F)F)=O)C)C=C1)F 1-((4-bromo-3-fluorobenzyl)(methyl)amino)-8,9-difluoro-1,5-dihydro-2H-pyrano[3,4-c]isoquinolin-6(4H)-one